C(CCCCCCCCCCCCCCC)N1C(=C(C(C2=C(C=C(C=C12)OCC1=CC=CC=C1)OCC1=CC=CC=C1)=O)OCC1=CC=CC=C1)C1=CC=CC=C1 N-hexadecyl-2-phenyl-3,5,7-tribenzyloxyquinolin-4-one